NC1=CC(=C(C(=O)NC2=NC(=NC(=N2)N2CCC(CC2)(F)F)C)C=C1)N1CCC2(CC2)CC1 4-amino-N-(4-(4,4-difluoropiperidin-1-yl)-6-methyl-1,3,5-triazin-2-yl)-2-(6-azaspiro[2.5]octan-6-yl)benzamide